(4-(aminomethyl)piperidin-1-yl)(1-(4-(3,4-dichlorophenyl)-5-(isopropylthio)thiazol-2-yl)-3-methyl-4-o-tolyl-1H-pyrazol-5-yl)methanone NCC1CCN(CC1)C(=O)C1=C(C(=NN1C=1SC(=C(N1)C1=CC(=C(C=C1)Cl)Cl)SC(C)C)C)C1=C(C=CC=C1)C